CC1=C(C=NC=C1)C1=CC(NC=C1)=O 4-methyl-[3,4'-bipyridin]-2'(1'H)-one